(20Z,23Z)-N,N-dimethyl-nonacosane-20,23-dien-10-amine CN(C(CCCCCCCCC)CCCCCCCCC\C=C/C\C=C/CCCCC)C